O=C1N(CCC1)CCOC1=C(C=CC(=N1)C1=NC=CC=C1)C#N 6-[2-(2-oxo-pyrrolidin-1-yl)-ethoxy]-[2,2']bipyridinyl-5-carbonitrile